C(N)(=O)C=1C=C(C(=C(OCCCN2CCN(CC2)C(=O)OC(C)(C)C)C1)NC\C=C\CNC1=C(C=C(C=C1[N+](=O)[O-])C(N)=O)OC)[N+](=O)[O-] tert-butyl 4-[3-[5-carbamoyl-2-[[(E)-4-(4-carbamoyl-2-methoxy-6-nitro-anilino)but-2-enyl]amino]-3-nitro-phenoxy]propyl]piperazine-1-carboxylate